C(C)OC(=O)\C(\CC(=O)O)=C/C=1OC=CC1 (Z)-3-(ethoxycarbonyl)-4-(furan-2-yl)but-3-enoic acid